ClC=1C=C(C=C(C1)NS(=O)(=O)CC)NC(=O)C1=CN(C(=C1)C)C1=NC=C(C=C1Cl)F N-(3-chloro-5-(ethylsulfonamido)phenyl)-1-(3-chloro-5-fluoropyridin-2-yl)-5-methyl-1H-pyrrole-3-carboxamide